6-bromo-8-fluoro-2-(tetrahydro-2H-pyran-4-yl)quinoline BrC=1C=C2C=CC(=NC2=C(C1)F)C1CCOCC1